CC1=CC(=CN=N1)C=1C=CC=2N(C1)N=C(N2)NC2COCC2 6-(6-methylpyridazin-4-yl)-N-(tetrahydrofuran-3-yl)-[1,2,4]triazolo[1,5-a]pyridin-2-amine